BrC1=C(C=C(C=C1)[N+](=O)[O-])C(C)O 1-(2-bromo-5-nitro-phenyl)ethanol